methyl 3-(5-acetylthiophen-2-yl)-3-[3-(hydroxymethyl)-4-methylphenyl]-2-methylpropionate C(C)(=O)C1=CC=C(S1)C(C(C(=O)OC)C)C1=CC(=C(C=C1)C)CO